CC=1C=C(C=C(C(=O)O)C1)C(=O)O 5-methylisophthalic acid